[NH4+].OC1=C(N=NN1)C1=CC=CC=C1 hydroxyphenyl-triazole ammonium salt